(9H-fluoren-9-ylidene)bisphenol C1=CC=CC=2C3=CC=CC=C3C(C12)(C1=C(C=CC=C1)O)C1=C(C=CC=C1)O